OCCCOC1=CC=C(C=C1)N=NC1=CC=CC=C1 4-(3-hydroxypropoxy)azobenzene